O=C1NC(CCC1C1=NN(C2=CC=CC=C12)CC(=O)NC1=CC=C(C=C1)S(NC)(=O)=O)=O 2-(3-(2,6-dioxopiperidin-3-yl)-1H-indazol-1-yl)-N-(4-(N-methylsulfamoyl)-phenyl)acetamide